ClC=1N=CSC1C1CCCCC1 4-chloro-5-cyclohexyl-1,3-thiazol